[4-(4-fluorophenoxy)piperidine-1-carbonyl]-6-methyl-N-(1-methylcyclopropyl)furo[2,3-d]pyrimidin-4-amine FC1=CC=C(OC2CCN(CC2)C(=O)C=2N=C(C3=C(N2)OC(=C3)C)NC3(CC3)C)C=C1